C(C)(C)(C)C=1C(=C(C=C(C1)C(C)(C)C)N=C(CC(C)OC(CCC)=O)C)O butyric acid [4-(3,5-di-tert-butyl-2-hydroxyphenylimino)-2-pentyl] ester